4-{3-[(1E)-2-ethoxyethenyl]-4-methylphenyl}-1,2-oxazole C(C)O/C=C/C=1C=C(C=CC1C)C=1C=NOC1